C(C)(C)(C)OC(=O)N1[C@@H]([C@H]2C[C@H]2C1=O)C(=O)O (1S,2S,5R)-3-(tert-Butoxycarbonyl)-4-oxo-3-azabicyclo[3.1.0]Hexane-2-carboxylic acid